(R)-5-(5-(1-(3,5-Dichloropyridin-4-yl)ethoxy)-1H-indazol-3-yl)pyridin-2-amine ClC=1C=NC=C(C1[C@@H](C)OC=1C=C2C(=NNC2=CC1)C=1C=CC(=NC1)N)Cl